BrC=1C=C2C(=NC(=NC2=CC1)Cl)N1C[C@@H](N(CC1)C(=O)OC(C)(C)C)CC#N tert-butyl (S)-4-(6-bromo-2-chloroquinazolin-4-yl)-2-(cyanomethyl)piperazine-1-carboxylate